2,2,2-trifluoro-1-[4-(3-nitropyrazol-1-yl)phenyl]ethanone methyl-4-(2-oxocyclohexyl)benzoate COC(C1=CC=C(C=C1)C1C(CCCC1)=O)=O.FC(C(=O)C1=CC=C(C=C1)N1N=C(C=C1)[N+](=O)[O-])(F)F